OCC1=CC=C2C(=N1)NC=C2C2=CC=1N(C=C2)N=CC1C(=O)N1CCOCC1 (5-(6-(hydroxymethyl)-1H-pyrrolo[2,3-b]pyridin-3-yl)pyrazolo[1,5-a]pyridin-3-yl)(morpholino)methanone